S1C=NC(=C1)COC1=CC=C(C=O)C=C1 4-(thiazol-4-ylmethoxy)benzaldehyde